C(C)(C)(C)C=1C=C2C(=NNC2=CC1Cl)NCC=1N(C(=C(N1)Cl)C(=O)O)[C@H]1CN(CC1)C(C)C (R)-2-(((5-(tert-butyl)-6-chloro-1H-indazol-3-yl)amino)methyl)-4-chloro-1-(1-isopropylpyrrolidin-3-yl)-1H-imidazole-5-carboxylic acid